CN1CCN(CC1)C1=NC=2N(C(=N1)N)N=CC2 2-(4-methylpiperazin-1-yl)pyrazolo[1,5-a][1,3,5]triazin-4-amine